2-methyl-5-[5-(piperidin-4-yl)thieno[3,2-c]pyrazol-2-yl]indazole CN1N=C2C=CC(=CC2=C1)N1N=C2C(=C1)SC(=C2)C2CCNCC2